FC1=CC=C(C=C1)N1C(=C(C2=C(C=CC=C12)O)C1=C(C(=O)O)C=CC=C1)C(C)C1COCC1 [1-(4-fluorophenyl)-4-hydroxy-2-(1-tetrahydrofuran-3-ylethyl)indol-3-yl]benzoic acid